BrC1=NC(=CC(=N1)Cl)Cl 2-Bromo-4,6-dichloro-pyrimidine